C(C)(C)(C)OC(=O)N1C(CC(=CC1)OS(=O)(=O)C(F)(F)F)(C)C.CC1(N(CCC(C1)C1=CC2=C(NC(O2)=O)C=C1)C(=O)NCCCCC1=CC=CC=C1)C 2,2-Dimethyl-4-(2-oxo-3H-1,3-benzoxazol-6-yl)-N-(4-phenylbutyl)piperidine-1-carboxamide tert-Butyl-2,2-dimethyl-4-(((trifluoromethyl)sulfonyl)oxy)-3,6-dihydropyridine-1(2H)-carboxylate